2-(4,4-difluoro-3-methylpiperidin-1-yl)-5-methyl-N-(2-sulfamoylpyridin-4-yl)-5,6,7,8-tetrahydroquinoline-3-carboxamide FC1(C(CN(CC1)C1=NC=2CCCC(C2C=C1C(=O)NC1=CC(=NC=C1)S(N)(=O)=O)C)C)F